2-(2,6-dioxopiperidin-3-yl)-5-(4-(4-(4-(1-(4-hydroxyphenyl)-2-phenylbut-1-en-1-yl)phenoxy)butyl)piperazin-1-yl)isoindoline-1,3-dione trifluoroacetic acid salt FC(C(=O)O)(F)F.O=C1NC(CCC1N1C(C2=CC=C(C=C2C1=O)N1CCN(CC1)CCCCOC1=CC=C(C=C1)C(=C(CC)C1=CC=CC=C1)C1=CC=C(C=C1)O)=O)=O